Methyl-16-[[(4R,6R)-6-[6-[(Z)-dimethylaminomethyleneamino]purin-9-yl]-7-hydroxyl-2,5-dioxabicyclo[2.2.1]heptan-4-yl]methoxy-hexyl-amino]hexadecanoate COC(CCCCCCCCCCCCCCCN(CCCCCC)OC[C@@]12COC([C@@H](O1)N1C3=NC=NC(=C3N=C1)\N=C/N(C)C)C2O)=O